BrC(OC=1C(=NC(=CC1F)I)Cl)(F)F 3-[bromo(difluoro)methoxy]-2-chloro-4-fluoro-6-iodo-pyridine